2-[2-(8-Hydroxyquinolin-5-yl)-vinyl]-1,5-dimethylquinolinium trifluoromethanesulfonate FC(S(=O)(=O)[O-])(F)F.OC=1C=CC(=C2C=CC=NC12)C=CC1=[N+](C2=CC=CC(=C2C=C1)C)C